5-[(6-fluoropyridin-2-yl)methyl]-7-hexyl-5H,6H,8H,10H-cyclohepta[b]indole-4-carboxylic acid FC1=CC=CC(=N1)CN1C2=C(C3=CC=CC(=C13)C(=O)O)CCCC(C2)CCCCCC